C1(CC1)C1=C(C=C(C=C1F)C1CC=NN1C(=O)C12CC(C1)(C2)CN2N=CC1=CC(=CC=C21)C#N)F 1-((3-(5-(4-cyclopropyl-3,5-difluorophenyl)-4,5-dihydro-1H-pyrazole-1-carbonyl)-bicyclo[1.1.1]pentan-1-yl)-methyl)-1H-indazole-5-carbonitrile